CC1=NN=C(C2=CC(=CC=C12)N1CC(C1)O)N[C@H](C)C1=C(C(=CC=C1)C(F)(F)F)C (R)-1-(1-methyl-4-((1-(2-methyl-3-(trifluoromethyl)phenyl)ethyl)amino)phthalazin-6-yl)azetidin-3-ol